ClC1=CC(=C(COC2=CC=CC(=N2)C=2CCN(CC2)CC2=NC3=C(N2C[C@H]2OCC2)C=CC(=C3)N)C=C1)F (S)-2-((6-((4-chloro-2-fluorobenzyl)oxy)-3',6'-dihydro-[2,4'-bipyridin]-1'(2'H)-yl)methyl)-1-(oxetan-2-ylmethyl)-1H-benzo[d]imidazol-5-amine